N-(4-(2-fluorophenyl)-2-(1,4,4-trifluorocyclohexyl)pyridin-3-yl)-2-isopropylpyrimidine-5-carboxamide FC1=C(C=CC=C1)C1=C(C(=NC=C1)C1(CCC(CC1)(F)F)F)NC(=O)C=1C=NC(=NC1)C(C)C